butynyl ether C(#CCC)OC#CCC